2-(4-ethynylphenoxy)-1-methyl-4-vinyl-benzene C(#C)C1=CC=C(OC2=C(C=CC(=C2)C=C)C)C=C1